(E)-ethyl 3-(3-((4-methylthiazol-2-ylamino)methyl)phenyl)acrylate CC=1N=C(SC1)NCC=1C=C(C=CC1)/C=C/C(=O)OCC